tri(3,5-xylyl)phosphine tert-Butyl-(2S,3S)-3-((S)-2,4-dimethylpiperazin-1-yl)-2-methylpyrrolidine-1-carboxylate C(C)(C)(C)OC(=O)N1[C@H]([C@H](CC1)N1[C@H](CN(CC1)C)C)C.C1(=CC(=CC(=C1)C)C)P(C1=CC(=CC(=C1)C)C)C1=CC(=CC(=C1)C)C